(R)-2-amino-5-(4-(2-(3,5-difluorophenyl)-2-hydroxyacetamido)-2-methoxyphenyl)-N-isopropylnicotinamide NC1=C(C(=O)NC(C)C)C=C(C=N1)C1=C(C=C(C=C1)NC([C@H](O)C1=CC(=CC(=C1)F)F)=O)OC